BrC1=C(C=C(C=C1C(C)C)C(C)C)C(C)C 2-bromo-1,3,5-triisopropylbenzene